1-chloro-3-(5-(difluoromethyl)-1,3,4-thiadiazol-2-yl)-8-((cis)-hexahydrofuro[3,4-c]pyridin-5(3H)-yl)-N-(1-methylcyclopropyl)imidazo[1,5-a]pyridine-6-sulfonamide ClC=1N=C(N2C1C(=CC(=C2)S(=O)(=O)NC2(CC2)C)N2C[C@H]1[C@@H](CC2)COC1)C=1SC(=NN1)C(F)F